2-chloro-N-[(3R)-2,3,4,9-tetrahydro-1H-carbazol-3-yl]-6,7-dihydropyrimido[5,4-b][1,4]oxazin-4-amine ClC=1N=C(C=2OCCNC2N1)N[C@@H]1CCC=2NC3=CC=CC=C3C2C1